(S)-2-(1-(3-chlorophenyl)-2-hydroxyethyl)-6-(2-((1-methyl-1H-pyrazol-4-yl)amino)pyrimidin-4-yl)isoindolin-1-one ClC=1C=C(C=CC1)[C@@H](CO)N1C(C2=CC(=CC=C2C1)C1=NC(=NC=C1)NC=1C=NN(C1)C)=O